CCCCCCCCCCCCCNCCCCCCNCCCCCCCCCCC(=O)[O-] 14,21-diazadotriacontan-32-oate